5-(3-fluorophenyl)-7-methylpyrazolo[1,5-a]Pyrimidine-3-carboxylic acid ethyl ester C(C)OC(=O)C=1C=NN2C1N=C(C=C2C)C2=CC(=CC=C2)F